CC1=C(C=C(C=C1)N1CC2N(C(C1)C2)C(=O)OC(C)(C)C)C(NC2(CC2)C=2C=1C3=C(C(N(C3=CC2)C)=O)C=CC1)=O tert-butyl 3-(4-methyl-3-((1-(1-methyl-2-oxo-1,2-dihydrobenzo[cd]indol-6-yl) cyclopropyl) carbamoyl) phenyl)-3,6-diazabicyclo[3.1.1]heptane-6-carboxylate